(cis-3-methoxy-6-azabicyclo[3.1.1]heptan-6-yl)(pyridin-2-yl)methanone COC1CC2N(C(C1)C2)C(=O)C2=NC=CC=C2